ClC1=C(C=CC(=C1)NC(CCCCCCCCCCCCC)=O)C(CC(=O)OCC)=O ethyl 3-[2-chloro-4-(tetradecanoylamino) phenyl]-3-oxo-propionate